C(C)(C)OC1=C(C=C(C=C1)/C=C/C(=O)NCNC(C)C)OC (E)-3-(4-isopropoxy-3-methoxyphenyl)-N-(isopropylaminomethyl)acrylamide